FC(CCOC(C(=C)Cl)=O)(C(C(C(F)(F)F)(F)F)(F)F)F (3,3,4,4,5,5,6,6,6-nonafluorohexyl)-2-chloroacrylate